pyrido[4,3-n][1,4]oxazacyclopentadecine O1C=CN=CC=CC=CC=CC=CC2=C1C=NC=C2